CCCCCCCCCCCCCCCCCCCCCCCCCCCC(=O)N[C@@H](CO)[C@@H](/C=C/CCCCCCCCCC(C)C)O The molecule is an N-acyl-15-methylhexadecasphing-4-enine in which the acyl group has 28 carbons and 0 double bonds. It is a N-acyl-15-methylhexadecasphing-4-enine and a N-(ultra-long-chain-acyl)-sphingoid base. It derives from a 15-methylhexadecasphing-4-enine.